7-chloro-1,2,3,4-tetraphenyl-9H-fluoren-9-one ClC1=CC=C2C=3C(=C(C(=C(C3C(C2=C1)=O)C1=CC=CC=C1)C1=CC=CC=C1)C1=CC=CC=C1)C1=CC=CC=C1